FC1=C2C3(CN(C2=CC=C1)C(C1=CC(=CC=C1)S(=O)(=O)N1CCCCC1)=O)CCCC3 4'-fluoro-1'-[3-(piperidine-1-sulfonyl)benzoyl]-1',2'-dihydrospiro[cyclopentane-1,3'-indole]